C(#N)C=1C=NN2C1C(=CC(=C2)C=2C=NN(C2)C)SC=2C=CC(=NC2)NC(C=C)=O N-(5-((3-cyano-6-(1-methyl-1H-pyrazol-4-yl)pyrazolo[1,5-a]pyridin-4-yl)thio)pyridin-2-yl)acrylamide